(S)-3,7-Dimethyl-1,6-octadien-3-ol C[C@@](C=C)(CCC=C(C)C)O